2-(3-(6-(2'-hydroxy-[1,1'-biphenyl]-4-yl)-2-oxo-1,2-dihydro-quinolin-3-yl)phenyl)acetic acid OC1=C(C=CC=C1)C1=CC=C(C=C1)C=1C=C2C=C(C(NC2=CC1)=O)C=1C=C(C=CC1)CC(=O)O